N-(4,5-bis(2-hydroxyethyl)pyridin-2-yl)pivaloamide OCCC1=CC(=NC=C1CCO)NC(C(C)(C)C)=O